tert-butyl 4-[5-propyl-1-[4-(trifluoromethoxy)phenyl]pyrazol-3-yl]piperazine-1-carboxylate C(CC)C1=CC(=NN1C1=CC=C(C=C1)OC(F)(F)F)N1CCN(CC1)C(=O)OC(C)(C)C